hydrogenchloride Ethyl-5-(1-methyl-1H-pyrazol-3-yl)-1,3-oxazole-4-carboxylate C(C)OC(=O)C=1N=COC1C1=NN(C=C1)C.Cl